N-(5-((6-((R)-3-(3-chloro-4-fluorophenyl)isoxazolidine-2-yl)pyrimidine-4-yl)amino)-2-(4-((R)-3,4-dimethylpiperazine-1-yl)piperidine-1-yl)-4-methoxyphenyl)acrylamide ClC=1C=C(C=CC1F)[C@@H]1N(OCC1)C1=CC(=NC=N1)NC=1C(=CC(=C(C1)NC(C=C)=O)N1CCC(CC1)N1C[C@H](N(CC1)C)C)OC